bromo-1-(difluoromethyl)-1H-indazole BrC1=NN(C2=CC=CC=C12)C(F)F